dodecyl-tributylphosphine chloride [Cl-].C(CCCCCCCCCCC)C(CCC)P(CCCC)CCCC